NN1CCOCC1 aminomorpholine